(R)-1'-(8-((4-([1,2,4]triazolo[1,5-a]pyridin-7-yloxy)-3-methylphenyl)amino)pyrimido[5,4-d]pyrimidin-2-yl)-3-methylene-[1,3'-bipyrrolidin]-2-one N=1C=NN2C1C=C(C=C2)OC2=C(C=C(C=C2)NC2=NC=NC1=C2N=C(N=C1)N1C[C@@H](CC1)N1C(C(CC1)=C)=O)C